N[C@@H](CS)C(=O)O.C(C)N1CN(C=C1)C=C 1-ethyl-3-vinyl-imidazole cysteine salt